N-((2,4-Dioxo-5-(3-(5-thioxo-4,5-dihydro-1,2,4-oxadiazol-3-yl)phenyl)-2,3,4,5-tetrahydro-1H-naphtho[1,2-b][1,4]diazepin-10-yl)methyl)acetamide triethylamine salt C(C)N(CC)CC.O=C1CC(N(C2=C(N1)C1=CC(=CC=C1C=C2)CNC(C)=O)C2=CC(=CC=C2)C2=NOC(N2)=S)=O